3-hydroxy-4-methoxypyridinecarboxylic acid OC=1C(=NC=CC1OC)C(=O)O